1-(1-bicyclo[1.1.1]pentanyl)pyrazole C12(CC(C1)C2)N2N=CC=C2